(13R)-13-methyl-19-(oxan-2-yl)-8,14-dioxa-10,19,20,22-tetraazatetracyclo[13.5.2.12,6.018,21]tricosa-1(20),2(23),3,5,15,17,21-heptaen-9-one C[C@@H]1CCNC(OCC2=CC=CC(C3=NN(C4=CC=C(O1)N=C34)C3OCCCC3)=C2)=O